(R)-N-(6-chloropyridin-3-yl)-6-(1-methoxypropyl)isoquinolin-1-amine ClC1=CC=C(C=N1)NC1=NC=CC2=CC(=CC=C12)[C@@H](CC)OC